(3S,5R)-13-oxo-2,12-diazadispiro[4.1.47.25]tridecane-3-carboxamide HCl Cl.O=C1NC2(C[C@@]13C[C@H](NC3)C(=O)N)CCCC2